C(=CC1=CC=CC=C1)S(=O)(=S)[O-].[Na+] sodium thiostyrenesulfonate